O[C@](CC(=O)N[C@@H](C)C1=CC(=CC=C1)OCC(F)(F)F)(C(C)C)C(F)(F)F (3R)-3-hydroxy-4-methyl-N-[(1S)-1-[3-(2,2,2-trifluoroethoxy)phenyl]ethyl]-3-(trifluoromethyl)pentanamide